(5R)-2-(3-cyano-2-fluorobenzene-1-carbonyl)-9,9-dimethyl-8-oxo-2-azaspiro[4.5]dec-6-ene-7-carbonitrile C(#N)C=1C(=C(C=CC1)C(=O)N1C[C@]2(CC1)C=C(C(C(C2)(C)C)=O)C#N)F